C(CCCCC)C(COC(CCSCCC(C(=O)OCC(CCCCCCCC)CCCCCC)C(NCCCN1CCOCC1)=O)=O)CCCCCCCC 2-hexyldecyl 4-((3-((2-hexyldecyl)oxy)-3-oxopropyl)thio)-2-((3-morpholinopropyl)carbamoyl)butanoate